(3,4-dihydro-2H-1-benzopyran-6-yl)boronic acid O1CCCC2=C1C=CC(=C2)B(O)O